N-(3-(3-(4-aminophenyl)propylamino)phenyl)-1-methylpyrrolidine-2-carboxamide NC1=CC=C(C=C1)CCCNC=1C=C(C=CC1)NC(=O)C1N(CCC1)C